C(C=C)C1NC2=C(OC1)C=C(C=C2N)C(=O)OC methyl 3-allyl-5-amino-3,4-dihydro-2H-benzo[b][1,4]oxazine-7-carboxylate